CN(C)CC1=CC=C(C=C1)C1=CC=C2C=NC(=NC2=C1)NC1=C(C=C2CCNCC2=C1)OC 7-{4-[(dimethylamino)methyl]phenyl}-N-(6-methoxy-1,2,3,4-tetrahydroisoquinolin-7-yl)quinazolin-2-amine